(1S,5R)-N-methyl-N-[6-[4-(1H-pyrazol-4-yl)-1,3-benzothiazol-7-yl]-1,2,4-triazin-3-yl]-9-azabicyclo[3.3.1]nonan-3-amine CN(C1C[C@@H]2CCC[C@H](C1)N2)C=2N=NC(=CN2)C2=CC=C(C=1N=CSC12)C=1C=NNC1